4-(5-methyl-7-oxo-2-phenyl-3-(piperidin-1-yl)-4-((2-(trimethylsilyl)ethoxy)methyl)-4,7-dihydropyrazolo[1,5-a]pyrimidin-6-yl)benzamide CC=1N(C=2N(C(C1C1=CC=C(C(=O)N)C=C1)=O)N=C(C2N2CCCCC2)C2=CC=CC=C2)COCC[Si](C)(C)C